NC1=C2C(=C(N=N1)OC(C)C)N(C(=N2)CCCC)CC2=CC=C(CNC(CCOCCOC)=O)C=C2 N-(4-((4-amino-2-butyl-7-isopropoxy-1H-imidazo[4,5-d]pyridazin-1-yl)methyl)benzyl)-3-(2-methoxyethoxy)propionamide